2-[(6-chloro-3-morpholinosulfonyl-4-quinolinyl)amino]benzoic acid ClC=1C=C2C(=C(C=NC2=CC1)S(=O)(=O)N1CCOCC1)NC1=C(C(=O)O)C=CC=C1